C=C=C.[Cu] copper allen